Methyl (2S,3S)-3-(2-bromo-4,6-difluorophenyl)-2-hydroxy-2-phenylbutanoate BrC1=C(C(=CC(=C1)F)F)[C@@H]([C@@](C(=O)OC)(C1=CC=CC=C1)O)C